C(CCCCCC\C=C/CCCCCCCC)(=O)O (8Z)-heptadec-8-enoic acid